N1=C(C=CC=C1)CN(CC1=CC=C(C=C1)CNC1CCCC=2C=CC=NC12)CC1=NC=CC=C1 bis(2-pyridylmethyl)-N'-(5,6,7,8-tetrahydro-8-quinolinyl)-1,4-xylylenediamine